N1C[C@@H](CCC1)NC=1N=NC(=C2C1C=NC=C2)C2=C(C=C(C=C2)C(F)(F)F)O 2-[4-[[(3R)-3-piperidinyl]amino]pyrido[3,4-d]pyridazin-1-yl]-5-(trifluoromethyl)phenol